ethyl 4-(p-tolylsulfonyloxy)cyclohexanecarboxylate C1(=CC=C(C=C1)S(=O)(=O)OC1CCC(CC1)C(=O)OCC)C